5-methoxy-1,2,4-thiadiazole COC1=NC=NS1